ditert-butylbipyridin C(C)(C)(C)C1=C(C(=NC=C1)C1=NC=CC=C1)C(C)(C)C